COC=1C=CC(=C(C=O)C1)CN1C(NC(C2=C1C=CN2)=O)=S 5-methoxy-2-((4-oxo-2-thioxo-2,3,4,5-tetrahydro-1H-pyrrolo[3,2-d]pyrimidin-1-yl)methyl)benzaldehyde